[Na].B(O)(O)O boric acid monosodium